C(C)(CC)NCCNCCNCCNC(C)CC N,N'''-bis-(sec-butyl)triethylenetetramine